2-Amino-N-(1-(4-chloro-7-(difluoromethoxy)-1H-indazol-6-yl)ethyl)pyrazolo[1,5-a]pyrimidine-3-carboxamide NC1=NN2C(N=CC=C2)=C1C(=O)NC(C)C1=CC(=C2C=NNC2=C1OC(F)F)Cl